ethyl 2-(2,3-difluoro-6-nitrophenyl)-3-oxobutyrate FC1=C(C(=CC=C1F)[N+](=O)[O-])C(C(=O)OCC)C(C)=O